C(C)(C)(C)OC(=O)N[C@H](C(=O)O)CCC(N)=O (2S)-2-{[(t-butoxy)carbonyl]amino}-4-carbamoylbutyric acid